5-(4-((5-chloro-3-ethyl-8-fluoro-2,4-dioxo-1,2,3,4-tetrahydroquinazolin-7-yl)methyl)piperazin-1-yl)-N,6-dimethylpicolinamide ClC1=C2C(N(C(NC2=C(C(=C1)CN1CCN(CC1)C=1C=CC(=NC1C)C(=O)NC)F)=O)CC)=O